3-bromo-5-((3,5-dichloro-phenylimino)meth-yl)phenol BrC=1C=C(C=C(C1)C=NC1=CC(=CC(=C1)Cl)Cl)O